BrC=1C(=CC(=NC1)N[C@@H](C)C(C)(C)C)C(F)F (S)-5-bromo-4-(difluoromethyl)-N-(3,3-dimethylbut-2-yl)pyridin-2-amine